NC=1C2=C(N=CN1)N(C=C2C=2NC=CC2)CC(=O)N2[C@@H](C[C@H](C2)F)C(=O)NCC2=C(C(=CC=C2)Cl)F (2S,4R)-1-(2-(4-amino-5-(1H-pyrrol-2-yl)-7H-pyrrolo[2,3-d]pyrimidin-7-yl)acetyl)-N-(3-chloro-2-fluorobenzyl)-4-fluoropyrrolidine-2-carboxamide